ClCC=1C(=C(C=O)C=C(C1)C)O 3-(chloromethyl)-2-hydroxy-5-methylbenzaldehyde